3-methacryloxy-2-hydroxypropyltrimethylammonium chloride [Cl-].C(C(=C)C)(=O)OCC(C[N+](C)(C)C)O